Ethyl-6'-chloro-6''-fluoro-4-hydroxy-6-oxo-1,2,3,6-tetrahydro-[2,3':5',3''-terpyridine] tert-Butyl-4-(2-cyanopropan-2-yl)pyridin-2-ylcarbamate C(C)(C)(C)OC(NC1=NC=CC(=C1)C(C)(C)C#N)=O.C(C)N1C(CC(=CC1=O)O)C=1C=NC(=C(C1)C=1C=NC(=CC1)F)Cl